O1C(=CC2=C1C=CC=C2)C=2C(=NOC2C2=C(C=C(C=C2)OC)O)C(F)(F)F 2-[4-(1-benzofuran-2-yl)-3-(trifluoromethyl)-1,2-oxazol-5-yl]-5-methoxyphenol